OC(C)(C)C1(CC(C1)=C)C(=O)OC methyl 1-(2-hydroxy-prop-2-yl)-3-methylenecyclobutane-1-carboxylate